2,6-di-t-butyl-N,N'-bis(4-isopropylphenyl)-N,N'-di(p-tolyl)anthracene-9,10-diamine C(C)(C)(C)C1=CC2=C(C3=CC=C(C=C3C(=C2C=C1)N(C1=CC=C(C=C1)C)C1=CC=C(C=C1)C(C)C)C(C)(C)C)N(C1=CC=C(C=C1)C)C1=CC=C(C=C1)C(C)C